BrC[C@@H](O)C=1C=NC=CC1 (1S)-2-bromo-1-(3-pyridyl)ethanol